sodium diacetate salt C(C)(=O)[O-].C(C)(=O)[O-].[Na+].[Na+]